CC1=C(C(=CC=C1)C)NC(CC1=CC=C(C=C1)C)=NP(C1=CC=CC=C1)C1=CC=CC=C1 N1-(2,6-dimethylphenyl)-N2-(diphenylphosphino)-2-p-tolylacetamidine